[K].C(CC)C1OCC(CO1)(C(=O)O)C(=O)O 2-propyl-1,3-dioxane-5,5-dicarboxylic acid potassium